N-(6-(7-hydroxy-1-methyl-1H-pyrrolo[2,3-c]pyridin-3-yl)-1-(2-(trifluoromethyl)benzyl)-1H-indol-4-yl)ethanesulfonamide OC=1N=CC=C2C1N(C=C2C2=CC(=C1C=CN(C1=C2)CC2=C(C=CC=C2)C(F)(F)F)NS(=O)(=O)CC)C